methyl 4-(((1R,5S,6s)-3-azabicyclo[3.1.0]hexan-6-yl)ethynyl)-6-methylpicolinate [C@@H]12CNC[C@H]2C1C#CC1=CC(=NC(=C1)C)C(=O)OC